C(C)NC(=O)N[C@H](CC=C)CCC(F)(F)F 1-ethyl-3-((S)-7,7,7-trifluorohept-1-en-4-yl)urea